2-(1,1,2,2-tetrafluoroethoxy)benzoic acid FC(C(F)F)(OC1=C(C(=O)O)C=CC=C1)F